C(C=C)(=O)OCCO[C@H]1C[C@@H]2[C@H]3C=CC[C@H]3[C@H]1C2 2-(((3aS,4R,6S,7R,7aR)-3a,4,5,6,7,7a-hexahydro-1H-4,7-methanoinden-6-yl)oxy)ethyl acrylate